FC1=C(C=C(C(=C1)F)[N+](=O)[O-])CC#N 2,4-difluoro-5-nitrophenylacetonitrile